(((4-(2',3',4',5'-tetrahydro-[1,1'-biphenyl]-4-yl)-1H-indazol-3-yl)amino)methyl)benzonitrile C1(=CC=C(C=C1)C1=C2C(=NNC2=CC=C1)NCC1=C(C#N)C=CC=C1)C=1CCCCC1